ClC=1C(=NC=CC1C1=NC(=C(C=C1)CNC[C@H]1NC(CC1)=O)OC)C=1C(=C(C=CC1)NC(C1=NC=C(C=C1O)CNCCO)=O)C (S)-N-(3-(3'-Chloro-6-methoxy-5-((((5-oxopyrrolidin-2-yl)methyl)amino)methyl)-[2,4'-bipyridin]-2'-yl)-2-methylphenyl)-3-hydroxy-5-(((2-hydroxyethyl)amino)methyl)picolinamide